[4-[5-[tert-butyl(dimethyl)silyl]oxy-1-tetrahydropyran-2-yl-indazol-3-yl]thiazol-2-yl]methyl N-(3-hydroxypropyl)carbamate OCCCNC(OCC=1SC=C(N1)C1=NN(C2=CC=C(C=C12)O[Si](C)(C)C(C)(C)C)C1OCCCC1)=O